CN1CCC2(C[C@@H]2C(=O)N[C@@H](CCCCCC(CC)=O)C=2NC(=CN2)C=2C=C3C=CC(N(C3=CC2)C)=O)CC1 (S)-6-Methyl-N-((S)-1-(5-(1-methyl-2-oxo-1,2-dihydrochinolin-6-yl)-1H-imidazol-2-yl)-7-oxononyl)-6-azaspiro[2.5]octan-1-carboxamid